The molecule is an enoate ester resulting from the formal condensation of the carboxy group of 11-methyldodec-2-enoic acid with the hydroxy group of ethanol. It is a fatty acid ethyl ester and an enoate ester. CCOC(=O)/C=C\\CCCCCCCC(C)C